2-(4-(2-(2,6-dimethylpyridin-4-yl)-3-isopropyl-1H-indol-5-yl)piperidin-1-yl)-1-((2R,4R)-2-(hydroxymethyl)-4-(trifluoromethyl)pyrrolidin-1-yl)ethan-1-one CC1=NC(=CC(=C1)C=1NC2=CC=C(C=C2C1C(C)C)C1CCN(CC1)CC(=O)N1[C@H](C[C@H](C1)C(F)(F)F)CO)C